2-methylbutene-dioic acid CC(C(=O)O)=CC(=O)O